[2-[3-[[2-(3-cyanophenyl)-1-thiazol-2-yl-ethyl]sulfamoyl]anilino]-2-oxo-ethyl]carbamate C(#N)C=1C=C(C=CC1)CC(C=1SC=CN1)NS(=O)(=O)C=1C=C(NC(CNC([O-])=O)=O)C=CC1